FC(C(=O)OC)(C(=O)F)F methyl 2,2,3-trifluoro-3-oxopropionate